NC([C@@H](C)NC(=O)C1=CC=C(C2=CC=CC=C12)C1=NOC(C1)(C(F)(F)F)C1=CC(=C(C(=C1)Cl)F)Cl)=O N-[(1R)-2-amino-1-methyl-2-oxoethyl]-4-[5-(3,5-dichloro-4-fluorophenyl)-4,5-dihydro-5-(trifluoromethyl)-3-isoxazolyl]-1-naphthalenecarboxamide